N8-isobutyl-N2-(2-methoxy-6-methyl-5,6,7,8-tetrahydro-1,6-naphthyridin-3-yl)quinazoline-2,8-Diamine C(C(C)C)NC=1C=CC=C2C=NC(=NC12)NC=1C(=NC=2CCN(CC2C1)C)OC